N(C(C(=O)[O-])CC(=O)[O-])C(C(=O)[O-])CC(=O)[O-].[Na+].[Na+].[Na+].[Na+].N(C(C(=O)O)CC(=O)O)C(C(=O)O)CC(=O)O iminodisuccinic acid tetrasodium iminodisuccinate